4,12-dibutyl-2,2,6,10,10-pentamethyl-1,7,9,15-tetraoxa-4,12-diaza-8-stannaspiro[7.7]pentadecane C(CCC)N1CC(O[Sn]2(OC(C1)C)OC(CN(CCO2)CCCC)(C)C)(C)C